ClC1=C(C=C(C=C1F)C[C@H](C(=O)OC)F)F |r| (rac)-Methyl 3-(4-chloro-3,5-difluorophenyl)-2-fluoropropionate